ClC=1C=C(C(=O)OO)C=CC1 3-chlorobenzperoxoic acid